Trans-4-amino-N,N-dimethylcyclohexane-1-carboxamide N[C@@H]1CC[C@H](CC1)C(=O)N(C)C